FC1([C@@H]([C@H]1C1=CC=C(C=C1)S(N)(=O)=O)C(=NO)N)F (1S,3S)-2,2-difluoro-N'-hydroxy-3-(4-sulfamoylphenyl)cyclopropanecarboxamidine